O.Cl.Cl.N[C@H](C)[C@@H]1CC[C@H](CC1)C(=O)NC1=CC=NC=C1 R-(+)-trans-4-(1-aminoethyl)-N-(4-pyridyl)cyclohexanecarboxamide dihydrochloride monohydrate